C(CCCCCCCCCC)O 9E-undecyl alcohol